2-(((1R)-1-(2-(6-hydroxyhexahydro-3,5-methanocyclopenta[b]pyrrol-1(2H)-yl)-3,7-dimethyl-4-oxo-4H-pyrido[1,2-a]pyrimidin-9-yl)ethyl)amino)benzoic acid OC1C2CC3C1N(CC3C2)C=2N=C3N(C(C2C)=O)C=C(C=C3[C@@H](C)NC3=C(C(=O)O)C=CC=C3)C